1,2-dihydroxypropylamine OC(C(C)O)N